BrC=1C(=NC=CC1C)C1(COC1)OC 3-bromo-2-(3-methoxyoxetan-3-yl)-4-methylpyridine